FC1=C2C3(CN(C2=CC=C1)S(=O)(=O)C1=CC=C(C=C1)S(=O)(=O)N(C)C)CCCC3 4-({4'-fluoro-1',2'-dihydrospiro[cyclopentane-1,3'-indol]-1'-yl}sulfonyl)-N,N-dimethylbenzene-1-sulfonamide